NC1=C2N=CN(C2=NC(=N1)C=1C(=NC=CC1)F)C1CCC(CC1)C(=O)NC1=CC(=CC=C1)OC 4-[6-amino-2-(2-fluoropyridin-3-yl)-9H-purin-9-yl]-N-(3-methoxyphenyl)cyclohexanecarboxamide